[2-(2-ethoxypyridin-3-yl)-1'-[3-methoxy-2-(trifluoromethyl)phenyl]spiro[6,8-dihydro-1,7-naphthyridine-5,4'-piperidine]-7-yl]-[(2S)-pyrrolidin-2-yl]methanone C(C)OC1=NC=CC=C1C1=NC=2CN(CC3(CCN(CC3)C3=C(C(=CC=C3)OC)C(F)(F)F)C2C=C1)C(=O)[C@H]1NCCC1